4-bromoisobenzofuran BrC=1C2=COC=C2C=CC1